8-bromo-9-chloro-7-(2,6-difluorophenyl)-5H-pyrimido[1,2-a][1,4]benzodiazepine-3-One BrC1=C(C=CC2=C1C(=NCC=1N2C=CC(N1)=O)C1=C(C=CC=C1F)F)Cl